2-((2S)-2-(1-cyclopropyl-1H-pyrazol-4-yl)-4-morpholinyl)-6,7-dimethyl-4-(3-(trifluoromethyl)bicyclo[1.1.1]pentan-1-yl)pteridine C1(CC1)N1N=CC(=C1)[C@H]1CN(CCO1)C1=NC2=NC(=C(N=C2C(=N1)C12CC(C1)(C2)C(F)(F)F)C)C